[K+].C(C)OC(C(C(=O)[O-])F)=O fluoromalonic acid monoethyl ester potassium salt